methylene-6-((5-isopropyl-3-benzyl-1H-imidazol-4-yl)methylene)piperazine-2,5-dione C=C1C(NC(C(N1)=O)=CC=1N(CNC1C(C)C)CC1=CC=CC=C1)=O